1-(3-Methoxy-4-((4-methoxybenzyl)oxy)benzyl)-5-(1-methyl-1H-pyrazol-4-yl)-1H-benzo[d]imidazol-2-amine COC=1C=C(CN2C(=NC3=C2C=CC(=C3)C=3C=NN(C3)C)N)C=CC1OCC1=CC=C(C=C1)OC